N(/N)=C\1/CC[C@@H]2[C@@]1(CC[C@@H]1[C@]3(CCC=4N=C(SC4C3=CC[C@@H]21)NC=2C=C(C=CC2)O)C)C 3-(((5aR,5bS,7aS,10aS,10bR,E)-8-hydrazineylidene-5a,7a-dimethyl-5,5a,5b,6,7,7a,8,9,10,10a,10b,11-dodecahydro-4H-cyclopenta[7,8]phenanthro[2,1-d]thiazol-2-yl)amino)phenol